FC(=O)O perfluoroformic acid